C12C(C(C(C=C1)C2)C(=O)O)C(=O)O bicyclo(2.2.1)hept-5-ene-2,3-dicarboxylic acid